5-((3R,5S)-3-amino-5-methyl-piperidin-1-yl)-quinazoline-8-carbonitrile N[C@H]1CN(C[C@H](C1)C)C1=C2C=NC=NC2=C(C=C1)C#N